COC(CCCCCCC(C)OC(C)=O)OC 9,9-dimethoxy-2-acetyloxynonane